FC1=C(C=CC=C1F)NC(C)OC1=CC(=NN1)NC(C(F)(F)F)=O N-(5-(2-((2,3-difluorophenyl)amino)-2-ethoxy)-1H-pyrazol-3-yl)-2,2,2-trifluoroacetamide